2-methyl-N-((6-phenylimidazo[1,5-a]pyridin-5-yl)methyl)propane-1-amine CC(CNCC1=C(C=CC=2N1C=NC2)C2=CC=CC=C2)C